N(C)C[C@H](O)[C@@H](O)[C@H](O)[C@H](O)CO.CNC[C@H](O)[C@@H](O)[C@H](O)[C@H](O)CO N-methylglucamine (meglumine) salt